C(C)(C)(C)OC([C@H](CC(C(F)(F)F)C(F)(F)F)N)=O (2S)-2-amino-5,5,5-trifluoro-4-(trifluoromethyl)pentanoic acid tert-butyl ester